1-[2-[3-(difluorometh-oxy)-5-methyl-pyrazol-1-yl]-6-[5-[(6-methylpyridazin-3-yl)-amino]-6-(oxetan-3-ylmethyl)benzimidazol-1-yl]-3-pyridyl]-ethanol FC(OC1=NN(C(=C1)C)C1=NC(=CC=C1C(C)O)N1C=NC2=C1C=C(C(=C2)NC=2N=NC(=CC2)C)CC2COC2)F